ClC1=CC2=C(N=N1)SC(=N2)Cl 3,6-dichlorothiazolo[5,4-c]Pyridazine